OC(CC(=O)[O-])C D(-)-beta-Hydroxybutyrate